N1C(=NC2=C1C=CC=C2)CNCCC=2SC=C(N2)C(=O)NCC=2NC=CN2 2-{2-[(1H-1,3-Benzodiazol-2-ylmethyl)amino]ethyl}-N-(1H-imidazol-2-ylmethyl)-1,3-thiazole-4-carboxamide